2-[4-[2-[3-(4-amino-1-tert-butyl-pyrazolo[3,4-d]pyrimidin-3-yl)-5-cyclopropyl-isoxazol-4-yl]pyrimidin-5-yl]piperazine-1-carbonyl]oxyacetic acid hydrochloride Cl.NC1=C2C(=NC=N1)N(N=C2C2=NOC(=C2C2=NC=C(C=N2)N2CCN(CC2)C(=O)OCC(=O)O)C2CC2)C(C)(C)C